BrC=1C=2N(C=C(C1)S(=O)(=O)N(CC1=CC=C(C=C1)OC)C1(CC1)C#N)C(=CN2)C(=O)NNC(C(F)F)=O 8-bromo-N-(1-cyanocyclopropyl)-3-(2-(2,2-difluoroacetyl)hydrazine-1-carbonyl)-N-(4-methoxybenzyl)imidazo[1,2-a]pyridine-6-sulfonamide